N-(5-acetyl-2-chlorophenyl)-4-isopropylbenzenesulfonamide C(C)(=O)C=1C=CC(=C(C1)NS(=O)(=O)C1=CC=C(C=C1)C(C)C)Cl